4-((2,3-dimethylbenzyl)sulfonyl)-3-((4-fluorophenyl)ethynyl)benzoic acid CC1=C(CS(=O)(=O)C2=C(C=C(C(=O)O)C=C2)C#CC2=CC=C(C=C2)F)C=CC=C1C